(E)-3-Phenyl-1-[4-[2-[[(1S,4S,5R,8S,9R,10S,12R,13R)-1,5,9-trimethyl-11,14,15,16-tetraoxatetracyclo[10.3.1.04,13.08,13]hexadecan-10-yl]oxy]ethoxy]phenyl]prop-2-en-1-one C1(=CC=CC=C1)/C=C/C(=O)C1=CC=C(C=C1)OCCO[C@@H]1[C@@H]([C@@H]2CC[C@H]([C@@H]3CC[C@@]4(OO[C@]32[C@H](O1)O4)C)C)C